5-((2'-(5-(fluoromethyl)isoindolin-2-yl)-[2,4'-bipyrimidinyl]-4-yl)ethynyl)-1H-indazole FCC=1C=C2CN(CC2=CC1)C1=NC=CC(=N1)C1=NC=CC(=N1)C#CC=1C=C2C=NNC2=CC1